bis(t-butyl)ethoxyantimony C(C)(C)(C)[Sb](OCC)C(C)(C)C